BrC1=C(C=C(C#N)C=C1)C(CC)O 4-bromo-3-(1-hydroxypropyl)benzonitrile